FC1=C(C=C(C(=C1)C(=O)N1CCCC1)OC)C1=NC=2C=CNC(C2C(=C1)NC1=NC=C(C=C1)N1CCNCC1)=O 2-[2-fluoro-5-methoxy-4-(pyrrolidine-1-carbonyl)phenyl]-4-[(5-piperazin-1-yl-2-pyridyl)amino]-6H-1,6-naphthyridin-5-one